FC(C1=CC(=C(C=C1C)CCNC1=CC=NC=N1)OC)F 6-[2-(4-Difluoromethyl-2-methoxy-5-methyl-phenyl)-ethylamino]-pyrimidin